3-(5-(1-(methyl-d3)-5-(4-(trifluoromethoxy)phenyl)-1H-pyrazol-4-yl)-1-oxoisoindolin-2-yl)piperidine-2,6-dione-d3 C(N1N=CC(=C1C1=CC=C(C=C1)OC(F)(F)F)C=1C=C2CN(C(C2=CC1)=O)C1(C(N(C(CC1[2H])=O)[2H])=O)[2H])([2H])([2H])[2H]